3,4-Difluoro-5-(4,4,5,5-tetramethyl-1,3,2-dioxaborolan-2-yl)benzoic acid FC=1C=C(C(=O)O)C=C(C1F)B1OC(C(O1)(C)C)(C)C